bis[4-(1-methyl-1-phenylethyl) phenyl] carbonate C(OC1=CC=C(C=C1)C(C)(C1=CC=CC=C1)C)(OC1=CC=C(C=C1)C(C)(C1=CC=CC=C1)C)=O